N1(CCC1)C1CCN(CC1)NC1=C(C=CC=C1)OC1CC1 (4-(azetidin-1-yl)piperidin-1-yl)-2-cyclopropoxyaniline